C(C)(C)(C)OC(=O)N1CCN(CC1)C1=NC(N(C2=C(C(=C(C=C12)Cl)Br)OC)C[C@H]1N(CCC1)C)=O (S)-4-(7-bromo-6-chloro-8-methoxy-1-((1-methylpyrrolidin-2-yl)methyl)-2-oxo-1,2-dihydroquinazolin-4-yl)piperazine-1-carboxylic acid tert-butyl ester